ClC=1C=CC2=C(C(=N[C@@H](C=3N2C=C(N3)C(=O)O)C)C3=C(C=CC=C3)F)C1 (4R)-8-chloro-6-(2-fluorophenyl)-4-methyl-4H-imidazo[1,2-a][1,4]benzodiazepine-2-carboxylic acid